O=C1NC(CC[C@@H]1C1=C(C=C(C=C1)N1CCC(CC1)CC=O)F)=O (1-{4-[(3R)-2,6-dioxopiperidin-3-yl]-3-fluorophenyl}piperidin-4-yl)acetaldehyde